1-TERT-BUTYL-1H-PYRAZOLE-5-BORONIC ACID C(C)(C)(C)N1N=CC=C1B(O)O